FC1=CC=CC(=N1)CC=1C=NN(C1)C(=O)N[C@@H]1C(N(C2=C(OC1)C=CC(=C2)C#CC2CCOCC2)C)=O (S)-4-((6-Fluoropyridin-2-yl)methyl)-N-(5-methyl-4-oxo-7-((tetrahydro-2H-pyran-4-yl)ethynyl)-2,3,4,5-tetrahydrobenzo[b][1,4]oxazepin-3-yl)-1H-pyrazol-1-carboxamid